1-benzyl-N-[2-(2-methoxyethyl)-4-methyl-5-oxo-7,8-dihydro-6H-pyrazolo[1,5-a][1,3]diazepin-6-yl]-1,2,4-triazole-3-carboxamide C(C1=CC=CC=C1)N1N=C(N=C1)C(=O)NC1C(N(C=2N(CC1)N=C(C2)CCOC)C)=O